(2-((8-(((1,1,1,3,3,3-hexafluoropropan-2-yl)oxy)carbonyl)-1,8-diazaspiro[4.5]decan-1-yl)methyl)-5-(trifluoromethyl)phenyl)glycine FC(C(C(F)(F)F)OC(=O)N1CCC2(CCCN2CC2=C(C=C(C=C2)C(F)(F)F)NCC(=O)O)CC1)(F)F